(3R)-N-(cyclobutylmethyl)-1-(5-fluoro-6-(1-(4-(6-(pyrrolidin-1-yl)pyrazin-2-yl)-1H-1,2,3-triazol-1-yl)ethyl)pyridin-3-yl)piperidin-3-amine C1(CCC1)CN[C@H]1CN(CCC1)C=1C=NC(=C(C1)F)C(C)N1N=NC(=C1)C1=NC(=CN=C1)N1CCCC1